m-ethyl-benzenesulfonic acid C(C)C=1C=C(C=CC1)S(=O)(=O)O